2,2-dimethyl-5,5-bis(2-methylpropan-2-enyl)cyclopentan-1-ol CC1(C(C(CC1)(CC(=C)C)CC(=C)C)O)C